2-(2-(4-(2-(6,7-Dimethoxy-3,4-dihydroisoquinolin-2(1H)-yl)ethyl)phenyl)-2H-tetrazol-5-yl)-4-(2-(pyridin-3-yl)ethoxy)aniline COC=1C=C2CCN(CC2=CC1OC)CCC1=CC=C(C=C1)N1N=C(N=N1)C1=C(N)C=CC(=C1)OCCC=1C=NC=CC1